C(#N)C1=NC2=CC(=CC(=C2N=C1N1CC2C(C1)CCCCCC2)[C@@H](C)NC2=C(C(=O)O)C=CC=C2)C 2-(((1R)-1-(2-cyano-3-(decahydro-2H-cycloocta[c]pyrrol-2-yl)-7-methylquinoxalin-5-yl)ethyl)amino)-benzoic acid